BrCCCCCC(=O)OCC(CCCCCC)CCCC 2-Butyloctyl 6-bromohexanoate